BrC=1C=NC=2C=CN3C(C2C1)=NC(=C3C(=O)O)C3=C(C=CC=C3Cl)Cl 9-bromo-2-(2,6-dichlorophenyl)imidazo[2,1-f][1,6]naphthyridine-3-carboxylic acid